FC=1C=CC=2C3=C(C(N(C2C1)CCC(=O)NC1=C(C=C(C=C1)[Sn](CCCC)(CCCC)CCCC)F)=O)C=NN3C 3-{7-fluoro-1-methyl-4-oxo-1h,4h,5h-pyrazolo[4,3-c]quinolin-5-yl}-N-[2-fluoro-4-(tributylstannyl)phenyl]propionamide